C(C)OP(OCC)(=O)C1=CC=C(C=C1)CCN1C(=NC2=C1C=CC(=C2)C#N)NC(C2=CC=CC=C2)=O (4-(2-(2-benzamido-5-cyano-1H-benzo[d]imidazole-1-yl)ethyl)phenyl)phosphonic acid diethyl ester